Diselenodiacetic acid C(C[Se][Se]CC(=O)O)(=O)O